C(C)S(=O)(=O)OC=1C=C(C=CC1)NC(=O)NC1=CC(=CC=C1)OS(=O)(=O)C1CCCCC1 N-[3-(ethylsulfonyloxy)phenyl]-N'-[3-(cyclohexylsulfonyloxy)phenyl]urea